1-((6-(1H-pyrazol-4-yl)pyridazin-3-yl)methyl)-4-cyclopentylpiperazine-2,3-dione N1N=CC(=C1)C1=CC=C(N=N1)CN1C(C(N(CC1)C1CCCC1)=O)=O